ClC1=CC=C(C=C1)C1(CCC1)C#N 1-(4-chlorophenyl)-1-cyanocyclobutane